CC(CC(=O)[O-])(C=O)C (l)-3,3-dimethyl-4-oxo-butyrate